7-amino-N-(benzyloxy)heptanamide hydrochloric acid salt Cl.NCCCCCCC(=O)NOCC1=CC=CC=C1